CC(SCCCCCCNC)(CNC(CCCCCCCNC)=O)C 10,10-dimethyl-13-oxo-9-thia-2,12,21-triaza-docosane